3-(4-Methoxybenzyl)dihydropyrimidine-2,4(1H,3H)dione COC1=CC=C(CN2C(NCCC2=O)=O)C=C1